F[C@]1(CN(CC[C@H]1O)C1=NC=CC(=N1)NC=1C=C2C(=CN=C(C2=CN1)C(=O)NC1CC(C1)(C)O)C(C)C)C 6-((2-((3S,4R)-3-fluoro-4-hydroxy-3-methylpiperidin-1-yl)pyrimidin-4-yl)amino)-N-((1s,3s)-3-hydroxy-3-methylcyclobutyl)-4-isopropyl-2,7-naphthyridine-1-carboxamide